C(C)(C)N1CCC(CC1)NC(=O)C1=CC(=CC=2N(C=NC21)CC(F)(F)F)C#CCNC=2C(OC)=CC=C(C2)S(=O)(=O)C N-(1-isopropyl-4-piperidyl)-6-[3-(4-mesyl-2-anisidino)-1-propynyl]-1-(2,2,2-trifluoroethyl)-1H-benzo[d]imidazole-4-carboxamide